5-carbamoyl-pyridin-3-yl-2-(5-chloro-2-(trifluoromethyl)benzyl)-2,8-diazaspiro[4.5]decane-8-carboxylic acid 5-carbamoyl-pyridin-3-yl ester C(N)(=O)C=1C=C(C=NC1)OC(=O)N1CCC2(CCN(C2C=2C=NC=C(C2)C(N)=O)CC2=C(C=CC(=C2)Cl)C(F)(F)F)CC1